3-(4-(4-((7-(aminomethyl)-5-chloro-2-methylbenzo[d]oxazol-6-yl)amino)-2,6-dioxo-3-(2,4,5-trifluorobenzyl)-3,6-dihydro-1,3,5-triazin-1(2H)-yl)isoquinolin-5-yl)benzoic acid hydrochloride Cl.NCC1=C(C(=CC=2N=C(OC21)C)Cl)NC=2N(C(N(C(N2)=O)C2=CN=CC1=CC=CC(=C21)C=2C=C(C(=O)O)C=CC2)=O)CC2=C(C=C(C(=C2)F)F)F